ClC1=C(C=CC=C1)N1N=CC2=CC=C(C=C12)C1=C2CN(C(C2=CC=C1)=O)CC(C#N)=C 2-({4-[1-(2-chlorophenyl)-1H-indazol-6-yl]-1-oxo-2,3-dihydro-1H-isoindol-2-yl}methyl)prop-2-enenitrile